iron N,N-dibutyldithiocarbamate C(CCC)N(C([S-])=S)CCCC.[Fe+2].C(CCC)N(C([S-])=S)CCCC